COC1=CC=C(C=C1)C=1OC2=CC=CC=C2C(C1C1=NC2=CC=CC=C2C=C1)=O 2-(4-methoxyphenyl)-3-(quinolin-2-yl)-4H-chromen-4-one